F[C@H]1CC=2C=C3CCCC3=C(C2C1)N (s)-2-fluoro-1,2,3,5,6,7-hexahydro-s-indacen-4-amine